(R or S)-N-(6-(1-cyclopropyl-2-hydroxy-2-methylpropyl)-5-oxo-6,7-dihydro-5H-pyrrolo[3,4-b]pyridin-4-yl)-6,7-dihydro-5H-cyclopenta[b]pyridine-4-carboxamide C1(CC1)[C@H](C(C)(C)O)N1CC2=NC=CC(=C2C1=O)NC(=O)C1=C2C(=NC=C1)CCC2 |o1:3|